FC=1C=C(C=C(C1F)F)C1=C(C=CC=C1)NC(=O)C=1C(=NN(C1F)C)C(F)(F)F N-(3',4',5'-trifluorobiphenyl-2-yl)-5-fluoro-1-methyl-3-trifluoromethyl-Pyrazol-4-ylcarboxamide